5-(3-fluoro-1-oxido-pyridin-1-ium-2-yl)-1-(2,2,3,3,3-pentafluoropropyl)pyrazolo[3,4-c]pyridine FC=1C(=[N+](C=CC1)[O-])C=1C=C2C(=CN1)N(N=C2)CC(C(F)(F)F)(F)F